2-([1-(2-cyanophenyl)-5-(3-cyclopropoxyphenyl)-1H-pyrazol-3-yl]methoxy)-2-methylpropanoic acid methyl ester COC(C(C)(C)OCC1=NN(C(=C1)C1=CC(=CC=C1)OC1CC1)C1=C(C=CC=C1)C#N)=O